NC1=NC=2C=CC(=CC2C2=C1COC2)C(=O)N2[C@@H](COCC2)C2=CC=C(C=C2)Cl (4-amino-1,3-dihydrofuro[3,4-c]quinolin-8-yl)-[(3R)-3-(4-chlorophenyl)morpholin-4-yl]methanone